(5RS,7RS)-2-[(3-Chloro-5-fluoropyridin-2-yl)methyl]-3-oxo-7-(trifluoromethyl)-2,3,5,6,7,8-hexahydro[1,2,4]triazolo[4,3-a]pyridin ClC=1C(=NC=C(C1)F)CN1N=C2N(CC[C@H](C2)C(F)(F)F)C1=O |r|